ClC=1C=C(C=C(C1)C#N)C(C)(C)C1=CC=C(OCC2=NC(=NC=C2)N2CCC3(CN(C3)C3CN(C3)C(=O)OC(C)(C)C)CC2)C=C1 tert-butyl 3-(7-(4-((4-(2-(3-chloro-5-cyanophenyl)propan-2-yl)phenoxy)methyl)pyrimidin-2-yl)-2,7-diazaspiro[3.5]nonan-2-yl)azetidine-1-carboxylate